1-Undecyl-3-propylpyridinium methansulfonat CS(=O)(=O)[O-].C(CCCCCCCCCC)[N+]1=CC(=CC=C1)CCC